ethyl 3-ethoxypyrazol-4-carboxylate C(C)OC1=NNC=C1C(=O)OCC